N1C=CC2=C(C=CC=C12)C1=CC(=NC2=C(N=CC=C12)C1=CC=NN1)N1CCOCC1 4-(1H-indol-4-yl)-2-(morpholin-4-yl)-8-(1H-pyrazol-5-yl)-1,7-naphthyridine